N1N=CC2=CC(=CC=C12)NC1=NC(=NC=C1)C=1C=C2CCN(CC2=CC1)C(=O)C1CC(C1)(F)F (6-(4-((1H-indazol-5-yl)amino)pyrimidin-2-yl)-3,4-dihydroisoquinolin-2(1H)-yl)(3,3-difluorocyclobutyl)methanone